p-isopropylphenol sodium salt [Na].C(C)(C)C1=CC=C(C=C1)O